2-[6-cyclopropyl-4-(difluoromethyl)-5-fluoro-1-oxophthalazin-2-yl]-N-(5-fluoropyrimidin-2-yl)acetamide C1(CC1)C=1C(=C2C(=NN(C(C2=CC1)=O)CC(=O)NC1=NC=C(C=N1)F)C(F)F)F